FC(OC1=CC=C(C=C1)CC(=O)O)(F)F 4-(Trifluoromethoxy)phenylacetic Acid